6-chloro-5'-(5-chloro-2-methylphenyl)-2'-(6-cyclopropyl-4-methoxypyridin-3-yl)-3'-isopropyl-3'H-spiro[indoline-3,4'-pyrrolo[3,4-d]imidazole]-2,6'(5'H)-dione ClC1=CC=C2C(=C1)NC(C21N(C(C=2N=C(N(C21)C(C)C)C=2C=NC(=CC2OC)C2CC2)=O)C2=C(C=CC(=C2)Cl)C)=O